[OH-].C(CCCCCCC)[NH+](CC)CC octyldiethyl-ammonium hydroxide